(3-([2,3'-Bipyridin]-4-yl)-1H-pyrazol-5-yl)pyrrolidine-1-carbonitrile N1=C(C=C(C=C1)C1=NNC(=C1)C1N(CCC1)C#N)C=1C=NC=CC1